(S)-3-(6-(3-Benzyl-4-(methylsulfonyl)piperazin-1-yl)-1-methyl-1H-pyrazolo[3,4-b]pyridin-3-yl)-2,6-difluoro-5-(trifluoromethyl)phenol C(C1=CC=CC=C1)[C@H]1CN(CCN1S(=O)(=O)C)C1=CC=C2C(=N1)N(N=C2C=2C(=C(C(=C(C2)C(F)(F)F)F)O)F)C